3-Methyl-2-(3-(perfluorobutoxy)isoxazol-5-yl)butyric acid methyl ester COC(C(C(C)C)C1=CC(=NO1)OC(C(C(C(F)(F)F)(F)F)(F)F)(F)F)=O